(S)-4-methyl-3-(1-(pyrazin-2-yl)pyrrolidin-3-yl)-N-(5-(trifluoromethyl)pyridin-3-yl)benzamide isopropyl-2-carboxy-α-cyanocinnamate C(C)(C)OC(C(=CC1=C(C=CC=C1)C(=O)O)C#N)=O.CC1=C(C=C(C(=O)NC=2C=NC=C(C2)C(F)(F)F)C=C1)[C@H]1CN(CC1)C1=NC=CN=C1